C(CCCCCCCCCCCCC)[NH3+].OC1=C(C=CC=C1)CCCCCCCCCCCCCCCCCC(=O)[O-] hydroxyl-benzenestearic acid tetradecyl-ammonium salt